N-(3-(3-hydroxy-2,2-dimethylcyclobutoxy)-1-(methyl-d3)-1H-pyrazol-4-yl)carboxamide OC1C(C(C1)OC1=NN(C=C1NC=O)C([2H])([2H])[2H])(C)C